BrC=1C=C(C(=NC1)C=O)F 5-bromo-3-fluoropicolinaldehyde